6-ethylguanine CCOC1=NC(=NC2=C1NC=N2)N